OCC1CCC(CC1)(O)C (1r,4r)-4-(hydroxymethyl)-1-methylcyclohexane-1-ol